ClC=1C=C(C=C2C(=NC(N(C12)C)=O)NC(C)C=1N(N=CN1)C1=NC=CC=N1)C(F)(F)F 8-chloro-1-methyl-4-[1-(2-pyrimidin-2-yl-1,2,4-triazol-3-yl)ethylamino]-6-(trifluoromethyl)quinazolin-2-one